ClC1=C(OCC(=O)O)C=C(C(=C1)Cl)Cl anti-2,4,5-trichlorophenoxyacetic acid